N,N'-di-sec.-butylbenzidine C(C)(CC)NC1=CC=C(C=C1)C1=CC=C(NC(C)CC)C=C1